N-ETHYL-2-[METHYL(2-OXOETHYL)AMINO]ACETAMIDE C(C)NC(CN(CC=O)C)=O